2-[2-deuterio-6-fluoro-3-methoxy-4-[2,2,2-trideuterio-1,1-bis(trideuteriomethyl)ethyl]phenyl]acetic acid [2H]C1=C(C(=CC(=C1OC)C(C([2H])([2H])[2H])(C([2H])([2H])[2H])C([2H])([2H])[2H])F)CC(=O)O